FC1=CC=C(C=C1)C1=NN(C=C1C=1C2=C(N=CN1)C=C(C(=N2)NCC2=CC=C(C=C2)OC)OC)C2OCCN2 4-[3-(4-fluorophenyl)-1-(oxazolidin-2-yl)-1H-pyrazol-4-yl]-7-methoxy-N-[(4-methoxyphenyl)methyl]pyrido[3,2-d]pyrimidin-6-amine